BrC=1C=C(C=C2C(=C(N=CC12)C(=O)OC)O)Cl methyl 8-bromo-6-chloro-4-hydroxyisoquinoline-3-carboxylate